C(=O)O.ClC1=CC=2N(C=C1)C=NC2CC(=O)NC2=NC=NC(=C2)C(F)(F)C=2N=C1N(C=C(C=C1)C1CC1)C2 2-(7-chloroimidazo[1,5-a]pyridin-1-yl)-N-(6-((6-cyclopropylimidazo[1,2-a]pyridin-2-yl)difluoromethyl)pyrimidin-4-yl)acetamide formate salt